2-[3-(hydroxymethyl)-4-[1-methyl-5-[(5-methyl-6,7-dihydro-4H-pyrazolo[1,5-a]pyrazin-2-yl)amino]-6-oxo-3-pyridyl]-2-pyridyl]-6,7,8,9-tetrahydropyrazino[1,2-a]indol-1-one OCC=1C(=NC=CC1C1=CN(C(C(=C1)NC1=NN2C(CN(CC2)C)=C1)=O)C)N1C(C=2N(C=3CCCCC3C2)C=C1)=O